N1(CCC1)C(CN1C(N(C2=NC(=NC=C12)NC1CCC(CC1)OC1=C2C=CC=NC2=CC(=N1)N1CCOCC1)C1CCOCC1)=O)=O 7-(2-(Azetidin-1-yl)-2-oxoethyl)-2-(((1s,4s)-4-((7-morpholino-1,6-naphthyridin-5-yl)oxy)cyclohexyl)amino)-9-(tetrahydro-2H-pyran-4-yl)-7,9-dihydro-8H-purin-8-one